NC=1C(=C(C=CC1)C(C(F)(F)F)C(F)(F)F)N bisaminophenyl-hexafluoropropane